2-(4-acetylphenyl)-10-amino-9,11-dichloro-7,7-dimethyl-5,12b-dihydro-1H,7H-chromeno[4,3-c][1,2,4]triazolo[1,2-a]pyridazine-1,3(2H)-dione C(C)(=O)C1=CC=C(C=C1)N1C(N2N(CC=C3C2C=2C=C(C(=C(C2OC3(C)C)Cl)N)Cl)C1=O)=O